2-bromo-7-fluoro-4,5-dihydro-[1,2,4]triazolo[1,5-a]quinoline BrC1=NN2C(CCC3=CC(=CC=C23)F)=N1